N-(3-((3-(9H-purin-6-yl)pyridin-2-yl)amino)-4-methylphenyl)-1-(4-fluorophenyl)-1H-pyrazole-3-carboxamide N1=CN=C2NC=NC2=C1C=1C(=NC=CC1)NC=1C=C(C=CC1C)NC(=O)C1=NN(C=C1)C1=CC=C(C=C1)F